C1(=CC=CC=C1)C1=C2C(=NC=C1)NC=C2B(O)O 4-PHENYL-1H-PYRROLO[2,3-B]PYRIDINE-3-BORONIC ACID